sodium trisodium edetate C(N(CC(=O)[O-])CC(=O)[O-])CN(CC(=O)[O-])CC(=O)[O-].[Na+].[Na+].[Na+].[Na+]